tribromophenylphosphoric acid BrC1=C(C(=C(C=C1)OP(O)(O)=O)Br)Br